C1=CC=CC=2C3=CC=CC=C3N(C12)C1=CC=C(C=C1)C1=CC=C(C=C1)C1=CC=C(C=C1)C1=CC=C(C=C1)N 4-[4'-(carbazol-9-yl)biphenyl-4-yl]-4'-biphenylamine